C[N+]1=CSC2=C1C=CC=C2 N-Methylbenzothiazolium